trans-2-(trifluoromethyl)cyclopropanecarboxylic acid FC([C@H]1[C@@H](C1)C(=O)O)(F)F